N=1C=CN2C1CCC(C2)N2CC1(CC2)CC(C2=CC=CC=C21)O (5,6,7,8-tetrahydroimidazo[1,2-a]pyridin-6-yl)-2,3-dihydrospiro[inden-1,3'-pyrrolidin]-3-ol